tert-butyl (1R,5S)-3-[[6-[4-(1-tetrahydropyran-2-ylpyrazol-4-yl)-1,3-benzothiazol-7-yl]-1,2,4-triazin-3-yl]amino]-8-azabicyclo[3.2.1]-octane-8-carboxylate O1C(CCCC1)N1N=CC(=C1)C1=CC=C(C2=C1N=CS2)C2=CN=C(N=N2)NC2C[C@H]1CC[C@@H](C2)N1C(=O)OC(C)(C)C